C(C)(=O)OCCCCC=CCCCC 5-Decen-1-ol acetate